(1S,1aS,6aR)-4-((2-fluoro-5-(6-((1R,5S)-3-hydroxy-8-azabicyclo[3.2.1]octan-8-yl)-2-methylpyridin-3-yl)benzyl)oxy)-1,1a,6,6a-tetrahydrocyclopropa[a]indene-1-carboxylic acid FC1=C(COC2=CC=3C[C@@H]4[C@H](C3C=C2)[C@H]4C(=O)O)C=C(C=C1)C=1C(=NC(=CC1)N1[C@H]4CC(C[C@@H]1CC4)O)C